C(=C)C1=C(N)C=C(C=C1)C=C 2,5-divinylaniline